tri(2-tertiarypentylphenyl) phosphite P(OC1=C(C=CC=C1)C(C)(C)CC)(OC1=C(C=CC=C1)C(C)(C)CC)OC1=C(C=CC=C1)C(C)(C)CC